(3R,5S)-1-(7-fluoro-8-methyl-quinolin-5-yl)-5-methyl-piperidin-3-ylamine hydrochloride Cl.FC1=CC(=C2C=CC=NC2=C1C)N1C[C@@H](C[C@@H](C1)C)N